FC1=CC2=C(C(=NO2)C2CCN(CC2)CCC2=C(N=C3N(C2=O)CCCC3O)C)C=C1 3-[2-[4-(6-fluoro-1,2-benzoxazol-3-yl)piperidin-1-yl]ethyl]-9-hydroxy-2-methyl-6,7,8,9-tetrahydropyrido[1,2-a]pyrimidin-4-one